Ethyl (1S,2R,3S,4R,5S)-2,3-dihydroxy-4-(2-iodo-6-(phenylamino)-9H-purin-9-yl)bicyclo[3.1.0]hexane-1-carboxylate O[C@@H]1[C@@]2(C[C@@H]2[C@H]([C@@H]1O)N1C2=NC(=NC(=C2N=C1)NC1=CC=CC=C1)I)C(=O)OCC